COC1=CC=C(C=C1)C=1C=CC2=C(C(C=3C(=CC4=C(OCO4)C3)OC2)=O)C1 9-(4-methoxyphenyl)[2]benzoxepino[3,4-f]-1,3-benzodioxol-11(6H)-one